7-(3-hydroxypropoxy)-1H-benzo[d]Imidazole-5-carboxamide OCCCOC1=CC(=CC2=C1NC=N2)C(=O)N